COC(=O)C1=NC(=C(C(=C1Cl)N)I)Cl 4-amino-3,6-dichloro-5-iodo-pyridine-2-carboxylic acid methyl ester